COC(COC1=CC=C(C=C1)CC=C)=O 2-(4-Allylphenoxy)acetic acid methyl ester